FC1(CCC2=C1N=C(N=C2N2C[C@@H]1C([C@@H]1C2)CC(=O)N2CCN(CC2)C)N2[C@H](CC2)C)F 2-((1r,5S,6r)-3-(7,7-difluoro-2-((S)-2-methylazetidin-1-yl)-6,7-dihydro-5H-cyclopenta[d]pyrimidin-4-yl)-3-azabicyclo[3.1.0]hex-6-yl)-1-(4-methylpiperazin-1-yl)ethanone